methyl 3-chloro-5-[N'-methoxy-N,N-dimethyl-carbamimidoyl]benzoate ClC=1C=C(C(=O)OC)C=C(C1)C(N(C)C)=NOC